2-carboxyethyl(phenyl)phosphinic acid C(=O)(O)CCP(O)(=O)C1=CC=CC=C1